r-cyclohexane C1CCCCC1